5-chloro-6-methyl-2-oxo-2H-[1,3'-bipyridine]-3-carboxamide ClC=1C=C(C(N(C1C)C=1C=NC=CC1)=O)C(=O)N